2,12,13-trimethyl-pyrido[3,2-a]pyrido[1',2':1,2]imidazo[4,5-c]phenazine CC=1C=CC=2N(C=3C(=C4C(=C5N=C6C=C(C(=CC6=NC35)C)C)C=CC=N4)N2)C1